4-(2-aminopyrimidin-4-yl)-1lambda6-thiomorpholine-1,1-dione NC1=NC=CC(=N1)N1CCS(CC1)(=O)=O